1-(2-Methylbutyl)pyrrolidine CC(CN1CCCC1)CC